BrCC=1C=C(C=CC(=O)OC)C=CC1 methyl 3-bromomethylcinnamate